2-Chloro-N-{2-[4-(difluoromethyl)-1,3-thiazol-5-yl]-2-{4-[(2-fluoro-6-methylpyrimidin-4-yl)oxy]piperidin-1-yl}ethyl}-6-fluorobenzamid ClC1=C(C(=O)NCC(N2CCC(CC2)OC2=NC(=NC(=C2)C)F)C2=C(N=CS2)C(F)F)C(=CC=C1)F